(1'-(5-methoxy-2-(1-methyl-1H-pyrazol-4-yl)-4-nitrophenyl)-[1,4'-bipiperidin]-4-yl)methanol COC=1C(=CC(=C(C1)N1CCC(CC1)N1CCC(CC1)CO)C=1C=NN(C1)C)[N+](=O)[O-]